2-(4-(4-amino-5-(3-methoxy-4-((4-methyl-1H-pyrazol-1-yl)methyl)phenyl)pyrrolo[2,1-f][1,2,4]triazin-7-yl)-1H-pyrazol-1-yl)ethan-1-ol NC1=NC=NN2C1=C(C=C2C=2C=NN(C2)CCO)C2=CC(=C(C=C2)CN2N=CC(=C2)C)OC